(4-amino-2-(ethylamino)phenyl)(4-ethylpiperazin-1-yl)methanone NC1=CC(=C(C=C1)C(=O)N1CCN(CC1)CC)NCC